(1-methyl-5,5-dioxido-1,4,6,7-tetrahydrothiopyrano[4,3-c]pyrazol-3-yl)(4-(2-(trifluoromethyl)phenyl)piperidin-1-yl)methanone CN1N=C(C2=C1CCS(C2)(=O)=O)C(=O)N2CCC(CC2)C2=C(C=CC=C2)C(F)(F)F